OC1=C(C(=O)C2=CC(=CC(=C2)C)C)C=CC(=C1)O 2,4-dihydroxy-3',5'-dimethylbenzophenone